(4-(3-methoxyoxetan-3-yl)phenyl)(6-(4-(trifluoromethyl)phenoxy)-2-azaspiro[3.3]heptan-2-yl)methanone COC1(COC1)C1=CC=C(C=C1)C(=O)N1CC2(C1)CC(C2)OC2=CC=C(C=C2)C(F)(F)F